C12CCCC(CCC1)B2CCCN2C(C1=CC=CC=C1C2=O)=O 2-(3-(9-borabicyclo[3.3.1]nonan-9-yl)propyl)isoindoline-1,3-dione